C(C)N(C1=NOC(=N1)[C@H](C)NC(=O)C=1N(N=C(C1)C(F)(F)F)C)CC N-[(1S)-1-[3-(diethylamino)-1,2,4-oxadiazol-5-yl]ethyl]-2-methyl-5-(trifluoromethyl)pyrazole-3-carboxamide